ClC=1C=C(C=CC1)[C@H](C(=O)N1CC2=C(N=C(NC2=O)C2(CC2)C=2SC(=CC2)C)CC1)O (R)-6-(2-(3-chlorophenyl)-2-hydroxyacetyl)-2-(1-(5-methylthiophene-2-yl)cyclopropyl)-5,6,7,8-tetrahydropyrido[4,3-d]pyrimidin-4(3H)-one